ClC1=C(C=CC=C1)C1OC1 2-(2-chlorophenyl)oxirane